3-[1-[6-Oxo-5-(trifluoromethyl)-1H-pyridazin-3-yl]propoxy]propionic acid methyl ester COC(CCOC(CC)C1=NNC(C(=C1)C(F)(F)F)=O)=O